N1=C(C=CC2=CC=CC=C12)C1=C(C=CC=C1)CC(C)C.N1=C(C=CC2=CC=CC=C12)C1=C(C=CC=C1)CC(C)C.[Ir+3] iridium(III) bis[(quinolyl)isobutylbenzene]